C(N)(OC1CC2(CN(C2)C2=C(C=C(C=C2)NC2=NC=C(C(=N2)NC2=C(C=CC=C2)P(=O)(C)C)F)C)C1)=O (2-(4-((4-((2-(dimethylphosphoryl)phenyl)amino)-5-fluoropyrimidin-2-yl)amino)-2-methylphenyl)-2-azaspiro[3.3]heptan-6-yl) carbamate